2-isobutyramido-6-oxo-1H-purin C(C(C)C)(=O)NC=1NC(C=2NC=NC2N1)=O